[Ca+2].O=C([C@H](O)[C@@H](O)[C@H](O)[C@H](O)C(=O)[O-])[O-] D-glucarate calcium